Racemic-1-(3,5-dichlorophenyl)ethan-1-ol ClC=1C=C(C=C(C1)Cl)[C@@H](C)O |r|